3-aminobutane-1,2,4-triol NC(C(CO)O)CO